(1-(o-tolyl)vinyl)phosphonic acid C1(=C(C=CC=C1)C(=C)P(O)(O)=O)C